OC1(C(C=C(C=C1)C=1C(=CC=CC1)C1=CC=CC=C1)(C(=O)O)C(=O)O)O 4,4-dihydroxyl-terphenyl-3,3-dicarboxylic acid